N1N=CC2=CC(=CC=C12)NC1=NC=C(C(=N1)C1=CNC2=C(C=CC=C12)NC([C@@H](COC)N1CCN(CC1)C)=O)F (R)-N-(3-(2-((1H-indazol-5-yl)amino)-5-fluoropyrimidin-4-yl)-1H-indol-7-yl)-3-methoxy-2-(4-methylpiperazin-1-yl)propanamide